1,2-dioleoyl-3-dimethylamino-propane C(CCCCCCC\C=C/CCCCCCCC)(=O)CC(CN(C)C)C(CCCCCCC\C=C/CCCCCCCC)=O